Tetrakis(2,2,6,6-tetramethyl-4-piperidyl) butane-1,2,3,4-tetracarboxylate C(C(C(CC(=O)OC1CC(NC(C1)(C)C)(C)C)C(=O)OC1CC(NC(C1)(C)C)(C)C)C(=O)OC1CC(NC(C1)(C)C)(C)C)C(=O)OC1CC(NC(C1)(C)C)(C)C